C(N)(=O)C1=CC(=C(C=C1)NC(=O)[C@]1([C@@H]([C@@]2([C@@H](N1)CC(C)(C)C)CNC1=CC(=CC=C12)Cl)C1=C(C(=CC=C1)Cl)F)C)OC (2'S,3S,4'S,5'R)-N-(4-carbamoyl-2-methoxyphenyl)-6-chloro-4'-(3-chloro-2-fluorophenyl)-5'-methyl-2'-neopentylspiro[indoline-3,3'-pyrrolidine]-5'-carboxamide